ClCCC(=O)N1CC=2N(CC1)N=C(C2C2=C1C(=NC=C2)NC=C1C)C1=C(C=C(C=C1)C(F)(F)F)F 3-chloro-1-(2-(2-fluoro-4-(trifluoromethyl)phenyl)-3-(3-methyl-1H-pyrrolo[2,3-b]pyridin-4-yl)-6,7-dihydropyrazolo[1,5-a]pyrazin-5(4H)-yl)propan-1-one